(3R)-2-[(4-chloro-2-methylsulfinylphenyl)methyl]-3-(4-chlorophenyl)-4-fluoro-3-{[1-(hydroxymethyl)cyclopropyl]methoxy}-6-(2-hydroxyprop-2-yl)-2,3-dihydro-1H-isoindol-1-one ClC1=CC(=C(C=C1)CN1C(C2=CC(=CC(=C2[C@]1(OCC1(CC1)CO)C1=CC=C(C=C1)Cl)F)C(C)(C)O)=O)S(=O)C